8-((1S,2S)-2-(difluoromethyl)cyclopropyl)-6-(2,4-dioxo-1,2,3,4-Tetrahydropyrimidin-5-yl)imidazo[1,2-b]pyridazine-2-carboxamide FC([C@@H]1[C@H](C1)C=1C=2N(N=C(C1)C=1C(NC(NC1)=O)=O)C=C(N2)C(=O)N)F